(5-chloro-1-(benzenesulfonyl)-1H-pyrrolo[2,3-c]pyridin-2-yl)(2,6-difluoro-3,5-dimethoxyphenyl)methanol ClC=1C=C2C(=CN1)N(C(=C2)C(O)C2=C(C(=CC(=C2F)OC)OC)F)S(=O)(=O)C2=CC=CC=C2